CN(C=1C=C2C(NC(=NC2=CC1)CN1CCC2=CC=CC=C12)=O)C 6-(dimethylamino)-2-(indolin-1-ylmethyl)-3H-quinazolin-4-one